C(CCCC)C1=NC2=C(N1)C=CC=C2 2-pentyl-1H-benzo[d]imidazole